N1(CCCCC1)C1=CC=C(C=C1)C1NC(OC1)=O 4-(4-(piperidin-1-yl)phenyl)oxazolidin-2-on